BrC1=NN(C(=C1)C(=O)OC)CCNC(=O)OC(C)(C)C Methyl 3-bromo-1-(2-((tert-butoxy carbonyl)amino)ethyl)-1H-pyrazole-5-carboxylate